COC1=CC=C(C=C1)C1=NN=C(C2=CC=CC=C12)NCC(C)N1CCCC1 4-(4-methoxyphenyl)-N-(2-(pyrrolidin-1-yl)propyl)phthalazin-1-amine